1,3-cyclohexanediylbis(3-(5-chloro-2H-benzotriazol-2-yl)-2-hydroxybenzoate) C1(CC(CCC1)C1=C(C(=C(C(=O)[O-])C=C1)O)N1N=C2C(=N1)C=CC(=C2)Cl)C2=C(C(=C(C(=O)[O-])C=C2)O)N2N=C1C(=N2)C=CC(=C1)Cl